SCC(C(=O)OCCOC(C(CS)C)=O)C Ethylene glycol bis(3-mercaptoisobutyrate)